(difluoromethoxy)-7-methyl-5-(4,4,5,5-tetramethyl-1,3,2-dioxaborolan-2-yl)quinoxaline butyl-5-methyl-1-methylsulfonyl-pyrrole-3-carboxylate C(CCC)OC(=O)C1=CN(C(=C1)C)S(=O)(=O)C.FC(OC1=NC2=CC(=CC(=C2N=C1)B1OC(C(O1)(C)C)(C)C)C)F